(S)-4-(4-propenoyl-2-methylpiperazin-1-yl)-6-fluoro-7-(2-fluorophenyl)-1-(2-isopropyl-4-(methylsulfanyl)pyridin-3-yl)pyrido[2,3-d]pyrimidin-2(1H)-one C(C=C)(=O)N1C[C@@H](N(CC1)C=1C2=C(N(C(N1)=O)C=1C(=NC=CC1SC)C(C)C)N=C(C(=C2)F)C2=C(C=CC=C2)F)C